pyridoindol-4-one N1=CC=C2C(C=C3C(=C12)C=CC=N3)=O